O=C1NC(CCC1N1C(C2=CC=CC(=C2C1)NCCOCCCOCCCCCOC=1C=C(C=CC1)[C@@H](C)NC(OC(C)(C)C)=O)=O)=O tert-butyl (1R)-1-(3-(5-(3-(2-(2-(2,6-dioxopiperidin-3-yl)-1-oxoisoindolin-4-ylamino)ethoxy) propoxy)pentyloxy)phenyl)ethylcarbamate